2-Acetyl-1-oxo-1,2,3,4-tetrahydroisoquinoline-6-carboxylic acid methyl ester COC(=O)C=1C=C2CCN(C(C2=CC1)=O)C(C)=O